ClC1=NC(=NC(=N1)C1=CC=CC=2OC3=C(C21)C=CC=C3)C3=CC2=CC=CC=C2C=C3 2-chloro-4-(dibenzo[b,d]furan-1-yl)-6-(2-naphthyl)-1,3,5-triazine